6-bromo-2,2-difluoro-6,7-dihydro-2H,5H-indeno[5,6-d][1,3]dioxol-5-one BrC1C(C2=CC3=C(OC(O3)(F)F)C=C2C1)=O